N[C@H](C(=O)O)CCS(=O)(=N)CCC1(CCC1)C1=NC=CC=C1 (2s)-2-amino-4-(2-(1-(pyridin-2-yl)cyclobutyl)ethylsulfonimidoyl)butanoic acid